C(#N)C=1C=CC(=C(C1)C1=CC(=NC=C1C(=O)NC=1SC2=C(N1)CCC(C2)=O)C)OC 4-(5-cyano-2-methoxyphenyl)-6-methyl-N-(6-oxo-4,5,6,7-tetrahydrobenzo[d]thiazol-2-yl)nicotinamide